ClC=1C(=NC(=NC1)NC1=CC=NN1C)C=1N=C2N(C[C@@H](N(C2=O)CC2=CC(=CC=C2)OC)C)C1 (S)-2-(5-Chloro-2-((1-methyl-1H-pyrazol-5-yl)amino)pyrimidin-4-yl)-7-(3-methoxybenzyl)-6-methyl-6,7-dihydroimidazo[1,2-a]pyrazin-8(5H)-one